2-amino-4,5-dichloro-N-(2-methoxyethyl)benzamide NC1=C(C(=O)NCCOC)C=C(C(=C1)Cl)Cl